OCCN(C(CCCCCCCCCCC)=O)CCO N,N-bis(2-hydroxyethyl)dodecanamide